C(C)(C)(C)[Si](OCC(=C)CB1OC(C(O1)(C)C)(C)C)(C)C tert-butyl-dimethyl-((2-((4,4,5,5-tetramethyl-1,3,2-dioxaborolan-2-yl)methyl)allyl)oxy)silane